N=1NC=C2NC(NCC21)=O 2,4,6,7-tetrahydropyrazolo[4,3-d]pyrimidin-5-one